diethyl (4R,5R)-2,2-dimethyl-1,3-dioxolane-4,5-dicarboxylate CC1(O[C@H]([C@@H](O1)C(=O)OCC)C(=O)OCC)C